tert-butyl 3-(4-bromo-5-methylpyrazol-1-yl)azetidine-1-carboxylate BrC=1C=NN(C1C)C1CN(C1)C(=O)OC(C)(C)C